tert-butyl 4-{5-[6-(2-cyano-6-fluoro-3-{[(3R)-3-fluoropyrrolidin-1-ylsulfonyl]amino}phenoxy)-4-oxoquinazolin-3-yl]pyrimidin-2-yl}piperazine-1-carboxylate C(#N)C1=C(OC=2C=C3C(N(C=NC3=CC2)C=2C=NC(=NC2)N2CCN(CC2)C(=O)OC(C)(C)C)=O)C(=CC=C1NS(=O)(=O)N1C[C@@H](CC1)F)F